C(C1=CC=C(C=C1)O)C1=C(C=CC=C1)O 2,4'-methylenediphenol